ClC1=NC=C(C(=N1)C=1C=NN(C1)C)Cl 2,5-dichloro-4-(1-methyl-1H-pyrazol-4-yl)pyrimidine